N1=CN=CC=C1C#N pyrimidin-6-carbonitrile